CN1N=C(C2=C(C1=O)C=NC(=C2)C2=CCCN(C2)C(=O)[O-])N[C@H](C)C2=CC(=CC(=C2)C(F)(F)F)[N+](=O)[O-] (R)-5-(3-methyl-1-((1-(3-nitro-5-(trifluoromethyl)phenyl)ethyl)amino)-4-oxo-3,4-Dihydropyrido[3,4-d]pyridazin-7-yl)-3,6-dihydropyridine-1(2H)-carboxylate